3,5,6-trichloro-2-hydroxypyridine ClC=1C(=NC(=C(C1)Cl)Cl)O